FC=1C=NC(=NC1)C=1C(=C(C=CC1)NC1=CC(=NC=C1C(NC)=O)NC1=CC=C(C=N1)C1CCN(CC1)C(=O)OC(C)(C)C)OC Tert-butyl 4-{6-[(4-{[3-(5-fluoropyrimidin-2-yl)-2-methoxyphenyl]amino}-5-(methylcarbamoyl) pyridin-2-yl)amino]pyridin-3-yl}piperidine-1-carboxylate